CC1=CN=C(S1)C=1C=C(C(=O)N)C=C(C1)OC1COC1 3-(5-methyl-1,3-thiazol-2-yl)-5-(oxetan-3-yloxy)benzamide